4-((2S,4R)-4-cyclopropyl-1-((5-(cyclopropylacetyleneyl)-7-methyl-1H-indol-4-yl)methyl)piperidin-2-yl)benzoic acid C1(CC1)[C@H]1C[C@H](N(CC1)CC1=C2C=CNC2=C(C=C1C#CC1CC1)C)C1=CC=C(C(=O)O)C=C1